C(C)(=O)NC(C(=O)O)C1(CCN(CC1)C(=O)N1CCC(CC1)C1=NC=2NCCCC2C=C1)O 2-acetamido-2-(4-hydroxy-1-(4-(5,6,7,8-tetrahydro-1,8-naphthyridin-2-yl)piperidine-1-carbonyl)piperidin-4-yl)acetic acid